potassium toluate C=1(C(=CC=CC1)C(=O)[O-])C.[K+]